COC=1C=C2C=CC(=NC2=CC1)C1=CC=CC=C1 6-methoxy-2-phenyl-quinoline